1,2-diaminomethylcyclohexane NCC1C(CCCC1)CN